COCCN(C=1N=C(C=2N=C(N=C(C2N1)N1CCC(CC1)(F)F)N(CCO)CCO)N1CCC(CC1)(F)F)CCOC 2,2'-((6-(bis(2-methoxyethyl)amino)-4,8-bis(4,4-difluoropiperidin-1-yl)pyrimido[5,4-d]pyrimidin-2-yl)azanediyl)diethanol